2,4-dichloro-5,5-dimethyl-6,7-dihydro-5H-pyrrolo[2,3-d]pyrimidine ClC=1N=C(C2=C(N1)NCC2(C)C)Cl